Cl.CC=1C=2CNCC2N2C=C(N=C2C1)C 4,7-Dimethyl-2,3-dihydro-1H-2,6,8a-triaza-as-indacene hydrochloride